2-chloro-6-(1-cyanocyclopropyl)pyridine ClC1=NC(=CC=C1)C1(CC1)C#N